((6-Hydroxyundecane-1,11-diyl)bis(sulfanediyl))bis(octane-1,2-diyl) dioctanoate C(CCCCCCC)(=O)OC(CSCCCCCC(CCCCCSCC(CCCCCC)OC(CCCCCCC)=O)O)CCCCCC